N-(2-(7-chloro-8-ethyl-2,4-dioxo-3,4-dihydrobenzo[g]pteridin-10(2H)-yl)ethyl)-2-methyl-propane-1-sulfonamide ClC=1C(=CC2=C(N=C3C(NC(N=C3N2CCNS(=O)(=O)CC(C)C)=O)=O)C1)CC